FC1(CCC(CC1)N1C(C(=CC=C1)NC(C1=C(C=C(C=C1)NS(=O)(=O)C)N1CCC2(CC2)CC1)=O)=O)F N-(1-(4,4-difluorocyclohexyl)-2-oxo-1,2-dihydropyridin-3-yl)-4-(methylsulfonamido)-2-(6-azaspiro[2.5]octan-6-yl)benzamide